NCC1=CC=CN1 5-(aminomethyl)-1H-pyrrole